3-methyl-2,4-dioxoimidazolidin CN1C(NCC1=O)=O